C1(=CC=CC=C1)CC1=C(C=CC=C1)C(C(=O)N)Cl [2-(phenylmethyl)phenyl]-2-chloroacetamide